COC1=CC(N(N=C1)C)=O 5-methoxy-2-methylpyridazin-3(2H)-one